C[C@@H]1CC[C@@]2(CC[C@@]3(C(=CC[C@H]4[C@]3(CC[C@@H]5[C@@]4(CC[C@@H](C5(C)C)O)C)C)[C@@H]2[C@H]1C)C)C urs-12-en-3β-ol